Hexanoic Acid, Succinimidyl Ester C(CCCCC)(=O)ON1C(CCC1=O)=O